2-trifluoromethyl-4,5-dicyano-imidazole sodium [Na].FC(C=1NC(=C(N1)C#N)C#N)(F)F